3-(2,2-Dimethylpropanoylamino)benzoic acid methyl ester COC(C1=CC(=CC=C1)NC(C(C)(C)C)=O)=O